N1N=C(C=C1)C1=NC2=CC=CC=C2N=C1 PYRAZOLYL-QUINOXALINE